methyl 8-bromo-5,6-dihydro-4H-benzo[b]thieno[2,3-d]azepine-9-carboxylate BrC=1C(=CC2=C(NCCC3=C2SC=C3)C1)C(=O)OC